(S)-N-(2-chloro-6-fluorophenyl)-4-(5-cyclopropylpyrazin-2-yl)-5-fluoro-2-((1,1,1-trifluoropropan-2-yl)oxy)benzamide ClC1=C(C(=CC=C1)F)NC(C1=C(C=C(C(=C1)F)C1=NC=C(N=C1)C1CC1)O[C@H](C(F)(F)F)C)=O